N-[(4-fluoro-1H-benzimidazol-2-yl)methyl]-2-(4-methylpiperazin-1-yl)-8-(trifluoromethyl)pyrazolo[1,5-a][1,3,5]triazin-4-amine FC1=CC=CC=2NC(=NC21)CNC2=NC(=NC=1N2N=CC1C(F)(F)F)N1CCN(CC1)C